FC1(C(N(C2=C(O1)C=C(C(=C2)C2=C(C(=C(C(=C2F)F)OC)F)F)F)CC(=O)OC)=O)F methyl 2-(2,2,7-trifluoro-3-oxo-6-(2,3,5,6-tetrafluoro-methoxyphenyl)-2,3-dihydro-4H-benzo[b][1,4]oxazin-4-yl)acetate